water manganese dichloride [Cl-].[Cl-].[Mn+2].O